dibenz[d,g]-1,3,2-dioxaphosphocine C1=CC=CC=2OPOC3=C(CC21)C=CC=C3